C(CCC)C=1C(=C(C(=O)O)C=CC1)O butyl-hydroxybenzoic acid